C(C)[C@@H]1N(C[C@H](N(C1)C(C)C1=NC2=C(N1CC)C(=CC=C2)C(F)(F)F)CC)C=2C=1C(N(C(C2)=O)C)=CN(N1)CC#N 2-(7-((2S,5R)-2,5-diethyl-4-(1-(1-ethyl-7-(trifluoromethyl)-1H-benzo[d]imidazol-2-yl)ethyl)piperazin-1-yl)-4-methyl-5-oxo-4,5-dihydro-2H-pyrazolo[4,3-b]pyridin-2-yl)acetonitrile